3-amino-N-[(3R)-7-[(3S,4R)-3-amino-4-(methoxymethyl)pyrrolidin-1-yl]-3,4-dihydro-2H-1-benzopyran-3-yl]-6-methylthieno[2,3-b]pyridine-2-carboxamide NC1=C(SC2=NC(=CC=C21)C)C(=O)N[C@H]2COC1=C(C2)C=CC(=C1)N1C[C@H]([C@@H](C1)COC)N